silicaT [Si]([O-])([O-])([O-])[O-]